C[C@H]1NC[C@H](NC1)C (2R,5R)-2,5-dimethylpiperazine